NC1=C2N=CN(C2=NC(=N1)Cl)[C@H]1[C@H]([C@@H]([C@](O1)(CO)C#C)O)F (2R,3R,4S,5R)-5-(6-amino-2-chloro-purin-9-yl)-2-ethynyl-4-fluoro-2-(hydroxymethyl)tetrahydrofuran-3-ol